8-((2-methyl-4-(trifluoromethyl)phenyl)sulfonyl)-3-morpholino-1-oxa-8-azaspiro[4.5]decane CC1=C(C=CC(=C1)C(F)(F)F)S(=O)(=O)N1CCC2(CC(CO2)N2CCOCC2)CC1